C1C2C3CCC(C3C1CC2)C=O octahydro-4,7-methylene-1H-indene-formaldehyde